CC[C@H](C)C(=O)O[C@@H]1CC[C@]2(CO2)[C@]3([C@H]1[C@@]([C@@H](C[C@@H]3OC(=O)C)C)(C)C[C@@H](C4=CC(=O)OC4)OC(=O)/C(=C/C)/C)COC(=O)C The molecule is a diterpene lactone isolated from the whole plants of Ajuga ciliata. It has a role as a plant metabolite. It is a butenolide, a diterpene lactone, an acetate ester and a spiro-epoxide.